NC=1C(=C(C=CC1)CC)O 1-(3-Amino-2-hydroxyphenyl)ethane